3-(2-chlorophenyl)-4-[4-(cyclopropanecarbonylamino)-2-pyrrolidin-1-ylbenzoyl]piperazine-1-carboxylic acid tert-butyl ester C(C)(C)(C)OC(=O)N1CC(N(CC1)C(C1=C(C=C(C=C1)NC(=O)C1CC1)N1CCCC1)=O)C1=C(C=CC=C1)Cl